[5-[(1R)-1-(3,5-dichloro-4-pyridinyl)ethoxy]-1-tetrahydropyran-2-yl-indazol-3-yl]-2-(3-methyl-3-morpholino-azetidin-1-yl)pyridine-3-carbonitrile ClC=1C=NC=C(C1[C@@H](C)OC=1C=C2C(=NN(C2=CC1)C1OCCCC1)C1=C(C(=NC=C1)N1CC(C1)(N1CCOCC1)C)C#N)Cl